N1=CC=C(C=C1)C=1C=NC=2C=C(C=C(C2C1)O)O 3-Pyridin-4-yl-quinoline-5,7-diol